5-([1,2,4]triazolo[4,3-a]pyridin-6-yl)-N-((4r,7r)-1-oxaspiro[3.5]nonan-7-yl)-7H-pyrrolo[2,3-d]pyrimidin-2-amine N=1N=CN2C1C=CC(=C2)C2=CNC=1N=C(N=CC12)NC1CCC2(CCO2)CC1